6-(1H-Indazol-5-yl)-N-methyl-N-(2,2,6,6-tetramethylpiperidin-4-yl)-1,3-benzothiazol-2-amin N1N=CC2=CC(=CC=C12)C1=CC2=C(N=C(S2)N(C2CC(NC(C2)(C)C)(C)C)C)C=C1